The molecule is an amino trisaccharide consisting of alpha-D-mannopyranose, 2-acetamido-2-deoxy-alpha-D-glucopyranose and 2-acetamido-2-deoxy-beta-D-glucopyranose residues joined in sequence by (1->3) and (1->4) glycosidic bonds. It is a glucosamine oligosaccharide, an amino trisaccharide and a member of acetamides. It derives from an alpha-D-Manp-(1->3)-alpha-D-GlcpNAc and an alpha-D-GlcpNAc-(1->4)-beta-D-GlcpNAc. CC(=O)N[C@@H]1[C@H]([C@@H]([C@H](O[C@H]1O)CO)O[C@@H]2[C@@H]([C@H]([C@@H]([C@H](O2)CO)O)O[C@@H]3[C@H]([C@H]([C@@H]([C@H](O3)CO)O)O)O)NC(=O)C)O